5-bromo-3-((3-fluoro-2-(2-(methylsulfinyl)-2-(methylthio)vinyl)phenoxy)methyl)benzofuran BrC=1C=CC2=C(C(=CO2)COC2=C(C(=CC=C2)F)C=C(SC)S(=O)C)C1